4-[(1R)-1-(7-methyl-6-oxo-5H-1,5-naphthyridin-3-yl)ethyl]Piperazine CC=1C(NC=2C=C(C=NC2C1)[C@@H](C)N1CCNCC1)=O